hexadecyl alcohol sulfate potassium salt [K+].S(=O)(=O)([O-])OCCCCCCCCCCCCCCCC